CC1=[N+](C=C(C=C1C)C)[O-] 2,3,5-trimethylpyridine-N-oxide